(S)-7-(phenyl(pyridin-4-yl)methoxy)chroman-4-one C1(=CC=CC=C1)[C@H](OC1=CC=C2C(CCOC2=C1)=O)C1=CC=NC=C1